N[C@H]1[C@@H]2N(C[C@H]1CC2)C(=O)C2=CC1=C(N(C(=N1)C=1N(C3=C(C=CC=C3C1)C=1C=C3C(=CC(NC3=CC1)=O)C)CC1CC1)C)C(=C2)OC 6-(2-{5-[(1R,4R,7R)-7-amino-2-azabicyclo[2.2.1]heptane-2-carbonyl]-7-methoxy-1-methyl-1H-1,3-benzodiazol-2-yl}-1-(cyclopropylmethyl)-1H-indol-7-yl)-4-methyl-1,2-dihydroquinolin-2-one